COC=1C=C(C=CC1OC)C1=CC=NC=2N1N=C(C2)C(=O)NC2=NC=C(C(=O)O)C=C2 6-(7-(3,4-dimethoxyphenyl)pyrazolo[1,5-a]pyrimidine-2-carboxamido)nicotinic acid